2-methyl-1-phenylpropyl ((S)-1-(((S)-4-amino-3,4-dioxo-1-((S)-2-oxopyrrolidin-3-yl)butan-2-yl)amino)-3-cyclohexyl-1-oxopropan-2-yl)carbamate NC(C([C@H](C[C@H]1C(NCC1)=O)NC([C@H](CC1CCCCC1)NC(OC(C(C)C)C1=CC=CC=C1)=O)=O)=O)=O